2-methyl-6-nitro-1,2-benzisothiazol-3(2H)-one 1,1-dioxide CN1S(C2=C(C1=O)C=CC(=C2)[N+](=O)[O-])(=O)=O